FC(C(=O)O)(F)F.CNC(N)=O 3-Methylurea 2,2,2-Trifluoroacetate